ClC=1C=C(OC2CCC(CC2)NC(=O)C=2N=NC(=CC2)N2CCC(CC2)N2CCN(CC2)CC=2N=NC(=CC2)N2C(NC(CC2)=O)=O)C=CC1C#N N-((1r,4r)-4-(3-chloro-4-cyanophenoxy)cyclohexyl)-6-(4-(4-((6-(2,4-dioxotetrahydropyrimidin-1(2H)-yl)pyridazin-3-yl)methyl)piperazin-1-yl)piperidin-1-yl)pyridazine-3-carboxamide